C1(=CC=CC=C1)CC(C(=O)[O-])=O PHENYLPYRUVATE